[N-(2-aminoethyl)-3-aminopropyl]trimethoxysilan NCCNCCC[Si](OC)(OC)OC